4-methoxy-2-(N-methylcyclopropanesulfonamido)benzene COC1=CC(=CC=C1)N(S(=O)(=O)C1CC1)C